((S)-3-((dimethylamino)methyl)pyrrolidin-1-yl)((S)-1-(4-fluorophenyl)-3,4-dihydroisoquinolin-2(1H)-yl)methanone CN(C)C[C@H]1CN(CC1)C(=O)N1[C@H](C2=CC=CC=C2CC1)C1=CC=C(C=C1)F